4,4'-(((5-methyl-1,3-phenylene)bis(methylene))bis(oxy))dibenzonitrile CC=1C=C(C=C(C1)COC1=CC=C(C#N)C=C1)COC1=CC=C(C#N)C=C1